(R)-1-((7-cyano-2-(3'-(3-((1-hydroxypropan-2-ylamino)methyl)-1,7-naphthyridin-8-ylamino)-2,2'-dimethyl-biphenyl-3-yl)benzo[d]oxazol-5-yl)methyl)piperidine-4-carboxylic acid C(#N)C1=CC(=CC=2N=C(OC21)C=2C(=C(C=CC2)C2=C(C(=CC=C2)NC=2N=CC=C1C=C(C=NC21)CN[C@@H](CO)C)C)C)CN2CCC(CC2)C(=O)O